3-(4-(((1r,4r)-4-(aminomethyl)-4-hydroxycyclohexyl)(4,4,4-trifluorobutyl)amino)-1-oxoisoindolin-2-yl)piperidine-2,6-dione NCC1(CCC(CC1)N(C1=C2CN(C(C2=CC=C1)=O)C1C(NC(CC1)=O)=O)CCCC(F)(F)F)O